5-ethynyl-6-fluoro-4-(8-fluoro-2-(((2R,7aS)-2-fluorotetrahydro-1H-pyrrolizin-7a(5H)-yl)methoxy)-4-((trans-2-methoxycyclopropyl)(methyl)amino)pyrido[4,3-d]pyrimidin-7-yl)naphthalen-2-ol C(#C)C1=C2C(=CC(=CC2=CC=C1F)O)C1=C(C=2N=C(N=C(C2C=N1)N(C)[C@H]1[C@@H](C1)OC)OC[C@]12CCCN2C[C@@H](C1)F)F